(1S,2S,3S)-2-Ethyl-N-(7-fluoro-6-(8-methyl-2,3-dihydro-1H-pyrido[2,3-b][1,4]oxazin-7-yl)isochinolin-3-yl)-3-(1-methyl-1H-pyrazol-4-yl)cyclopropan-1-carboxamid C(C)[C@@H]1[C@@H]([C@H]1C=1C=NN(C1)C)C(=O)NC=1N=CC2=CC(=C(C=C2C1)C1=C(C2=C(OCCN2)N=C1)C)F